C(CCCCC(=O)O)(=O)O.C(C=C)C(CCC)(O)O allyl-butanediol adipate